[O-]S(=O)(=O)C(F)(F)F.C(CCCCCCCCC)[NH+]1C=C(C=C1)CCC 1-Decyl-3-propylpyrrolium triflat